C[C@H]1N(CCOC1)C=1N=C2N(C(C1)=O)CC[C@H](N2CC(CC(C)C)=O)C(F)(F)F (S)-2-((R)-3-Methyl-morpholin-4-yl)-9-(4-methyl-2-oxo-pentyl)-8-trifluoromethyl-6,7,8,9-tetrahydro-pyrimido[1,2-a]-pyrimidin-4-one